NC1=C2C(=C3C(=N1)C=C(N3)C(=O)N([C@@H]3COCC[C@H]3OC)CC3=NC=C(C=C3)C3=C(C=CC=C3F)F)CO[C@H]2C (S)-5-amino-N-((5-(2,6-difluorophenyl)pyridin-2-yl)methyl)-N-((3R,4R)-4-methoxytetrahydro-2H-pyran-3-yl)-6-methyl-6,8-dihydro-1H-furo[3,4-d]pyrrolo[3,2-b]pyridine-2-carboxamide